5-(((((3-(diethylamino) propoxy) carbonyl) oxy) methyl)-1,3-phenylene) bis(octadeca-9,12-dienoate) C(CCCCCCCC=CCC=CCCCCC)(=O)OC1=C(C(=CC=C1)OC(CCCCCCCC=CCC=CCCCCC)=O)COC(=O)OCCCN(CC)CC